3-ethyl-4-[4-iodo-3-(propan-2-yl)-1H-pyrazolo[3,4-b]pyridin-1-yl]benzonitrile C(C)C=1C=C(C#N)C=CC1N1N=C(C=2C1=NC=CC2I)C(C)C